(R)-7-(1,1-difluoro-prop-2-ynyl)-N-[1,1-dioxo-2,3-dihydrothiophen-3-yl]-2-oxo-1,2-dihydroquinoline-3-carboxamide FC(C#C)(F)C1=CC=C2C=C(C(NC2=C1)=O)C(=O)N[C@H]1CS(C=C1)(=O)=O